C1(=CC=CC2=CC=CC=C12)C1=C(C=CC(=C1)N)C1=CC=C(C=C1)N (1-naphthyl)-1,1'-biphenyl-4,4'-diamine